O(O)C(C(=O)O)=CC=CC=CC=CC=CCCCCCCCCC R-hydroperoxyeicosapentaenoic acid